OC=1C(=C(CNC2=C3N=CN(C3=NC=N2)[C@H]2[C@@H](O)[C@H](O)[C@H](O2)CO)OC1)OC 6-(4-Hydroxy-3-methoxyfurfurylamino)-9-β-D-arabinofuranosylpurin